(R)-3-methyl-phenethylamine CC=1C=C(CCN)C=CC1